(S)-4-(6-(7-acetyl-2,7-diazaspiro[4.5]dec-2-yl)pyridin-3-yl)-6-ethoxypyrazolo[1,5-a]pyridine-3-carbonitrile C(C)(=O)N1C[C@]2(CCN(C2)C2=CC=C(C=N2)C=2C=3N(C=C(C2)OCC)N=CC3C#N)CCC1